C(C(=O)O)(=O)O.CN(CCCC(C(C)C)N1CC2(C1)CN(CC2)C=2N=CN=NC2OC2=C(C(=O)N(C(C)C)C(C)C)C=C(C=C2)F)C 2-((5-(2-(6-(dimethylamino)-2-methylhexan-3-yl)-2,6-diazaspiro[3.4]octan-6-yl)-1,2,4-triazin-6-yl)oxy)-5-fluoro-N,N-diisopropylbenzamide oxalate